(R)-1-(1-(2,4-Difluorobenzyl)-1H-benzo[d]imidazol-2-yl)piperidin-3-amin FC1=C(CN2C(=NC3=C2C=CC=C3)N3C[C@@H](CCC3)N)C=CC(=C1)F